(2S,4S)-1-benzyloxycarbonyl-4-[[6-[6-fluoro-2-methyl-3-[[1-(methylaminomethyl)cyclopropyl]methyl]benzimidazol-4-yl]-2-pyridyl]amino]pyrrolidine-2-carboxylic acid C(C1=CC=CC=C1)OC(=O)N1[C@@H](C[C@@H](C1)NC1=NC(=CC=C1)C1=CC(=CC=2N=C(N(C21)CC2(CC2)CNC)C)F)C(=O)O